6-cyclopropyl-4-(2-methyl-2H-pyrazolo[3,4-b]pyridin-5-yl)thieno[2,3-b]pyridine-2-carbaldehyde C1(CC1)C1=CC(=C2C(=N1)SC(=C2)C=O)C2=CC=1C(N=C2)=NN(C1)C